3-(1-oxo-4-((4-(3-(piperidin-1-yl)propyl)benzyl)thio)isoindolin-2-yl)piperidine-2,6-dione O=C1N(CC2=C(C=CC=C12)SCC1=CC=C(C=C1)CCCN1CCCCC1)C1C(NC(CC1)=O)=O